C(C)(=O)C1=CN(C2=CC=C(C=C12)C=1C=NC(=CC1)C)CC(=O)N1[C@@H](C[C@H](C1)F)C(=O)NC1=NC(=CC=C1)Br (2S,4R)-1-(2-(3-acetyl-5-(6-methylpyridin-3-yl)-1H-indol-1-yl)acetyl)-N-(6-bromopyridin-2-yl)4-fluoropyrrolidine-2-carboxamide